C(C)N1C(C2=C(C=C1)SC=C2NC2=C(C(=O)NC)C=CC(=N2)NC2=NC=C(C=C2)F)=O ((5-ethyl-4-oxo-4,5-dihydrothieno[3,2-c]pyridin-3-yl)amino)-6-((5-fluoropyridin-2-yl)amino)-N-methylnicotinamide